FC(C1(CC1)CC1=NOC(=N1)C1CN(C1)C(=O)OC(C)(C)C)(F)F tert-butyl 3-[3-[[1-(trifluoromethyl)cyclopropyl]methyl]-1,2,4-oxadiazol-5-yl]azetidine-1-carboxylate